COC1=CC=C(C=C1)C1C(OC2=C(O1)C=CC(=C2)CN2C=NC=1C2=NC=C(C1)C#CC(C)(N)C)C 4-(3-((2-(4-methoxyphenyl)-3-methyl-2,3-dihydrobenzo[b][1,4]dioxin-6-yl)methyl)-3H-imidazo[4,5-b]pyridin-6-yl)-2-methylbut-3-yn-2-amine